C(C1=CC=CC=C1)OC(=O)NCCC1(CCC1)C[C@H]([C@@H](C)NC(OC(C)(C)C)=O)CO Tert-butyl ((2R,3R)-4-(1-(2-(((benzyloxy)carbonyl)amino)ethyl)cyclobutyl)-3-(hydroxymethyl)butan-2-yl)carbamate